2-tert-Butyl-4-[3-(2-trimethylsilanyl-ethoxymethyl)-3H-imidazol-4-yl]-phenol C(C)(C)(C)C1=C(C=CC(=C1)C=1N(C=NC1)COCC[Si](C)(C)C)O